S1C(SCCC1)C(\C(=C\C1=CC=C(C=C1)OC)\C1=CC=CC=C1)=O (E)-1-(1,3-Dithian-2-yl)-3-(4-methoxyphenyl)-2-phenyl-prop-2-en-1-one